4-tert-butyl-N-[(6-ethoxy-2-oxo-1H-quinolin-3-yl)methyl]-N-(furan-2-ylmethyl)benzamide C(C)(C)(C)C1=CC=C(C(=O)N(CC=2OC=CC2)CC=2C(NC3=CC=C(C=C3C2)OCC)=O)C=C1